2,3-dimethyl-4-(3-(methylamino)piperidin-1-yl)-1H-indole-7-carboxamide CC=1NC2=C(C=CC(=C2C1C)N1CC(CCC1)NC)C(=O)N